(R)-5-((((5-(2-chloro-3-(3-chloro-2-(3-methoxy-4-(((((S)-5-oxopyrrolidin-2-yl)methyl)amino)methyl)phenyl)pyridin-4-yl)phenyl)-3-methoxypyrazin-2-yl)methyl)amino)methyl)pyrrolidin-2-one ClC1=C(C=CC=C1C1=C(C(=NC=C1)C1=CC(=C(C=C1)CNC[C@H]1NC(CC1)=O)OC)Cl)C=1N=C(C(=NC1)CNC[C@H]1CCC(N1)=O)OC